C(CCCCCCCC=C)OC(CC1=CC=CC=C1)=O Dec-9-en-1-yl-2-phenylacetat